NC1=C(N=CC2=C(C=CC=C12)C=1C(=NC=CC1)C([2H])([2H])[2H])C(=O)NC1CC1 4-amino-N-cyclopropyl-8-(2-(methyl-d3)pyridin-3-yl)isoquinoline-3-carboxamide